[1-(hydroxymethyl)-cyclobutyl]-methanol OCC1(CCC1)CO